4-fluoro-3-(trifluoromethyl)benzyl (1-hydroxy-7-methyl-1,3-dihydrobenzo[c][1,2]oxaborole-6-carbonyl)-L-valinate OB1OCC2=C1C(=C(C=C2)C(=O)N[C@@H](C(C)C)C(=O)OCC2=CC(=C(C=C2)F)C(F)(F)F)C